(E)-6-(6-ethoxypyridin-3-yl)-N'-((2-fluoro-5-((1-methylazetidin-3-yl)oxy)pyridin-3-yl)methylene)pyrazine-2-carbohydrazide C(C)OC1=CC=C(C=N1)C1=CN=CC(=N1)C(=O)N/N=C/C=1C(=NC=C(C1)OC1CN(C1)C)F